2-(3-methoxy-4-phenoxyphenyl)-4,4,5,5-tetramethyl-1,3,2-dioxaborolane COC=1C=C(C=CC1OC1=CC=CC=C1)B1OC(C(O1)(C)C)(C)C